[Fe].[Li].[Al] aluminum-lithium-iron